COCOC1=C(C=CC(=C1)F)C(=O)C1=CC=C(C=C1)F (2-methoxymethyloxy-4-fluorophenyl)(4-fluorophenyl)methanone